N-(cyanomethyl)-3-((S)-2-hydroxy-3-((R)-8-(1-methyl-2,3-dihydro-1H-pyrido[2,3-b][1,4]oxazin-7-ylsulfonyl)-1-oxa-8-azaspiro[4.5]decan-3-ylamino)propoxy)benzenesulfonamide C(#N)CNS(=O)(=O)C1=CC(=CC=C1)OC[C@H](CN[C@H]1COC2(C1)CCN(CC2)S(=O)(=O)C2=CC1=C(OCCN1C)N=C2)O